2-{[(2S)-1,4-dioxan-2-yl] methyl}-4-methyl-8-(trifluoromethyl)-4,5-dihydro-2H-furo[2,3-g]indazole-7-carboxylate O1[C@H](COCC1)CN1N=C2C3=C(CC(C2=C1)C)OC(=C3C(F)(F)F)C(=O)[O-]